3-methylimidazo[1,2-a]pyridin CC1=CN=C2N1C=CC=C2